ClC1=C(C=CC=C1)N1C(NC(C2=CC(=C(C=C12)C1CC1)C)=O)=O 1-(2-Chlorophenyl)-7-cyclopropyl-6-methyl-quinazoline-2,4(1H,3H)-dione